Pentatetracontanoic acid C(CCCCCCCCCCCCCCCCCCCCCCCCCCCCCCCCCCCCCCCCCCCC)(=O)O